(S)-4-(4-cyanobenzyl)-N-(5-methyl-4-oxo-2,3,4,5-tetrahydrobenzo[b][1,4]azazepin-3-yl)-1H-pyrazole-1-carboxamide C(#N)C1=CC=C(CC=2C=NN(C2)C(=O)N[C@@H]2C(N(C3=C(NC2)C=CC=C3)C)=O)C=C1